7-((1H-pyrazolo[3,4-b]pyridin-5-yl)ethynyl)-6-methyl-N-(3-(trifluoromethyl)phenyl)benzo[d]isoxazol-3-amine N1N=CC=2C1=NC=C(C2)C#CC2=C(C=CC=1C(=NOC12)NC1=CC(=CC=C1)C(F)(F)F)C